FC1=CC=C(C=C1)CC(=O)NC1=NC=CC(=C1)C=1C(=NN2C1CNCC2)C2=CC=C(C=C2)F 2-(4-fluorophenyl)-N-{4-[2-(4-fluorophenyl)-4H,5H,6H,7H-pyrazolo[1,5-a]pyrazin-3-yl]pyridin-2-yl}acetamide